methyl 4-deoxy-alpha-D-glucopyranoside O([C@@H]1[C@H](O)[C@@H](O)C[C@H](O1)CO)C